C(C)N1C2=C([C@H]([C@H](C1=O)NC(C1=CC(=CC=C1)C(F)(F)F)=O)C1=CC(=CC=C1)[N+](=O)[O-])C(=NN2C2=CC=CC=C2)C |r| rac-N-((4R,5R)-7-ethyl-3-methyl-4-(3-nitrophenyl)-6-oxo-1-phenyl-4,5,6,7-tetrahydro-1H-pyrazolo[3,4-b]pyridin-5-yl)-3-(trifluoromethyl)benzamide